(6s)-(7-(2-(4-(6-fluorobenzothiophen-4-yl)piperazin-1-yl)ethyl)-2-oxo-3,4-dihydroquinoline-1(2H)-yl)methyl myristate C(CCCCCCCCCCCCC)(=O)OCN1C(CCC2=CC=C(C=C12)CCN1CCN(CC1)C1=CC(=CC2=C1C=CS2)F)=O